[C@H]12CN(C[C@H](CC1)N2)C2=NC(=NC=1C(N(N=CC12)C1=CC(=CC2=CC=C(C(=C12)F)F)O)=O)OCC12CCCN2CCC1 4-((1R,5S)-3,8-Diazabicyclo[3.2.1]octan-3-yl)-7-(7,8-difluoro-3-hydroxynaphthalen-1-yl)-2-((tetrahydro-1H-pyrrolizin-7a(5H)-yl)methoxy)pyrimido[4,5-d]pyridazin-8(7H)-one